4-(3-chloro-5-fluoroanilino)-2'-[(2R)-2-methyl-3-{[(5R)-5-methyl-5,6,7,8-tetrahydroquinolin-4-yl]oxy}propyl]-2',3'-dihydrospiro[cyclohexane-1,1'-indene]-4-carboxamide ClC=1C=C(NC2(CCC3(C(CC4=CC=CC=C34)C[C@H](COC3=CC=NC=4CCC[C@H](C34)C)C)CC2)C(=O)N)C=C(C1)F